FC(C=1C(=C(C=CC1)[C@@H](C)NC=1C=2C(N=C(N1)C)=CC(N(C2)N(C)C)=O)F)F 4-[[(1R)-1-[3-(difluoromethyl)-2-fluoro-phenyl]ethyl]amino]-6-(dimethylamino)-2-methyl-pyrido[4,3-d]pyrimidin-7-one